C(C)(C)(C)OC(=O)N1C2CC(CC1CC2)N2N=NC(=C2C)Br 3-(4-bromo-5-methyl-1H-1,2,3-triazol-1-yl)-8-azabicyclo[3.2.1]octane-8-carboxylic acid tert-butyl ester